ClC1=NC(=CC=C1C(=O)NC1=NN(C=C1CC)C(=O)OC(C)(C)C)C(C)C tert-butyl 3-{[2-chloro-6-(propan-2-yl)pyridine-3-carbonyl]amino}-4-ethyl-1H-pyrazole-1-carboxylate